3-(2-Amino-6-fluoro-benzooxazol-5-yl)-1-((S)-1,3-dimethyl-butyl)-1H-pyrazolo[3,4-d]pyrimidine-4,6-diamine NC=1OC2=C(N1)C=C(C(=C2)F)C2=NN(C1=NC(=NC(=C12)N)N)[C@H](CC(C)C)C